C(C)C=1C=C2C(=CC=CO2)CC1 7-ethyl-5H-1-benzopyran